(3-((3-((4-(trifluoromethyl)phenyl)amino)pyrazin-2-yl)amino)pyrrolidin-1-yl)prop-2-en-1-one FC(C1=CC=C(C=C1)NC=1C(=NC=CN1)NC1CN(CC1)C(C=C)=O)(F)F